C(=O)(OC(C)(C)C)C(C(=O)O)OCCOCCN (Boc)-2-[2-(2-aminoethoxy)ethoxy]acetic acid